ethoxy-5-[(2R)-2-ethyl-4-[(2S)-2-(2-fluoropropane-2-yl)pyrrolidine-1-carbonyl]piperazin-1-yl]-N-[(3R)-pyrrolidin-3-yl]-[2,3'-bipyridine]-6-carboxamide C(C)OC=1C(=NC(=C(C1)N1[C@@H](CN(CC1)C(=O)N1[C@@H](CCC1)C(C)(C)F)CC)C(=O)N[C@H]1CNCC1)C=1C=NC=CC1